[Si](C)(C)(C(C)(C)C)OC1(CC(C1)(O)C)C1=NC=C(C=N1)B1OC(C(O1)(C)C)(C)C (1s,3s)-3-((tert-butyldimethylsilyl)oxy)-1-methyl-3-(5-(4,4,5,5-tetramethyl-1,3,2-dioxaborolan-2-yl)pyrimidin-2-yl)cyclobutan-1-ol